BrC=1C=CC(=NC1OC)N(S(=O)(=O)C1=CN(C2=CC(=CC=C12)Cl)S(=O)(=O)C1=CC=CC=C1)COC N-(5-bromo-6-methoxypyridin-2-yl)-6-chloro-N-(methoxymethyl)-1-(phenylsulfonyl)-1H-indole-3-sulfonamide